FC1=C(N[C@@H](C)C=2C=NC=CC2)C(=CC=C1)[N+](=O)[O-] (S)-2-fluoro-6-nitro-N-(1-(pyridin-3-yl)ethyl)aniline